ClC1=C2C(=NC=C1C(=O)O)NC=C2 4-chloro-1H-pyrrolo[2,3-b]pyridin-5-carboxylic acid